4-Benzyl 1-tert-butyl 2-((1,3-dioxoisoindolin-2-yl)methyl)piperazine-1,4-dicarboxylate O=C1N(C(C2=CC=CC=C12)=O)CC1N(CCN(C1)C(=O)OCC1=CC=CC=C1)C(=O)OC(C)(C)C